4'-chloro-biphenyl-4-carbaldehyde ClC1=CC=C(C=C1)C1=CC=C(C=C1)C=O